2-(cyclohexylmethyl)-2-azaspiro[3.3]heptan-6-yl (2R,6S)-2,6-dimethyl-4-[5-(trifluoromethyl)pyrimidin-2-yl]piperazine-1-carboxylate C[C@H]1N([C@H](CN(C1)C1=NC=C(C=N1)C(F)(F)F)C)C(=O)OC1CC2(CN(C2)CC2CCCCC2)C1